C(#N)C1=C(C=CC(=C1)N1CC2C(C2C1)(F)F)CN1N=CC(=C1)C(=O)O 1-[(2-Cyano-4-{6,6-difluoro-3-azabicyclo[3.1.0]hexan-3-yl}phenyl)methyl]-1H-pyrazole-4-carboxylic acid